(E)-3-(2,4-dimethylphenyl)-6-hydroxy-6,8-diphenyloct-2-en-4,7-diyne-1-al CC1=C(C=CC(=C1)C)/C(=C/C=O)/C#CC(C#CC1=CC=CC=C1)(C1=CC=CC=C1)O